NCCCCCCCCCCC1=CC=CC=2N(C(N(C21)C)=O)C2C(NC(CC2)=O)=O 3-(4-(10-aminodecyl)-3-methyl-2-oxo-2,3-dihydro-1H-benzo[d]imidazol-1-yl)piperidine-2,6-dione